1-(4-((6-(trans-4-(3,4-dihydroisoquinolin-2(1H)-yl)-3-hydroxypiperidine-1-carbonyl)-2-morpholinylpyrimidin-4-yl)amino)piperidin-1-yl)ethan-1-one C1N(CCC2=CC=CC=C12)[C@H]1[C@@H](CN(CC1)C(=O)C1=CC(=NC(=N1)N1CCOCC1)NC1CCN(CC1)C(C)=O)O